CC/C=C\\C/C=C\\C/C=C\\C/C=C\\C=C\\C(=O)CCCCCC(=O)O The molecule is a docosanoid that consists of (8E,10Z,13Z,16Z,19Z)-docosapentaenoic acid carrying an oxo substituent at position 7. An intermediate of specialised proresolving mediators. It has a role as a human xenobiotic metabolite. It is an enone, a docosanoid and an oxo fatty acid. It derives from a (7Z,10Z,13Z,16Z,19Z)-docosapentaenoic acid. It is a conjugate acid of an (8E,10Z,13Z,16Z,19Z)-7-oxodocosapentaenoate.